N-(1-(methylsulfonyl)piperidin-4-yl)-5-(piperidin-1-yl)-6-(1H-pyrazol-4-yl)-[1,2,4]triazolo[1,5-a]pyrazin-2-amine CS(=O)(=O)N1CCC(CC1)NC1=NN2C(C=NC(=C2N2CCCCC2)C=2C=NNC2)=N1